3-{4-[4-(4-CYCLOHEXANESULFONYL-PIPERAZIN-1-YLMETHYL)-BENZYLOXY]-1-OXO-1,3-DIHYDRO-ISOINDOL-2-YL}-PIPERIDINE-2,6-DIONE C1(CCCCC1)S(=O)(=O)N1CCN(CC1)CC1=CC=C(COC2=C3CN(C(C3=CC=C2)=O)C2C(NC(CC2)=O)=O)C=C1